CN1C(=NC=C1C1=CC=CC=C1)C(=O)C1=CC=CC=C1 (1-methyl-5-phenyl-1H-imidazol-2-yl)(phenyl)methanone